2-(2-((tert-butyldimethylsilyl)oxy)propan-2-yl)-5-vinylpyridine [Si](C)(C)(C(C)(C)C)OC(C)(C)C1=NC=C(C=C1)C=C